FC=1C(=NC(=NC1)NC1=CC=C(C=N1)N1CCN(CC1)CC1=C(C=CC=C1)NC1C(NC(CC1)=O)=O)C=1C=C(C2=C(N(C(=N2)C)C(C)C)C1)F 3-((2-((4-(6-((5-fluoro-4-(4-fluoro-1-isopropyl-2-methyl-1H-benzo[d]imidazol-6-yl)pyrimidin-2-yl)amino)pyridin-3-yl)piperazin-1-yl)methyl)phenyl)amino)piperidine-2,6-dione